OCNC1=NC(=NC(=N1)N)N mono(hydroxymethyl)melamine